C(#N)\C(\C1CN(CC1)C(=O)OC(C)(C)C)=N/NC1=CC=C(C=C1)OC1=CC=CC=C1 tert-butyl (Z)-3-(cyano(2-(4-phenoxyphenyl)hydrazono)methyl)pyrrolidine-1-carboxylate